methyl (2E)-3-(1,4-dimethyl-1H-benzotriazol-5-yl)prop-2-enoate CN1N=NC2=C1C=CC(=C2C)/C=C/C(=O)OC